FC=1C=C(C=CC1)C1=CC(=CC(=C1)F)[C@@H]1N(OCC1)C1=CC(=NC=N1)NC=1C(=CC(=C(C1)NC(C=C)=O)N1CCC(CC1)N1CCOCC1)OC (R)-N-(5-((6-(3-(3',5-difluoro-[1,1'-biphenyl]-3-yl)isoxazolidin-2-yl)pyrimidin-4-yl)-amino)-4-methoxy-2-(4-morpholino-piperidin-1-yl)-phenyl)acrylamide